4-(3-((7-(2-(2,6-dioxopiperidin-3-yl)-1-oxoisoindolin-4-yl)hept-6-yn-1-yl)oxy)phenyl)pyrrolidine-3-carbonitrile O=C1NC(CCC1N1C(C2=CC=CC(=C2C1)C#CCCCCCOC=1C=C(C=CC1)C1C(CNC1)C#N)=O)=O